CC1=NN=C(O1)C1(CCC1)C(=O)OCC ethyl 1-(5-methyl-1,3,4-oxadiazol-2-yl)-cyclobutane-1-carboxylate